piperidine-1-carboxylic acid (1-methylcyclopropyl) ester CC1(CC1)OC(=O)N1CCCCC1